(5S,7R,8R,9S,10R)-7-(hydroxymethyl)-9-(4-(3,4,5-trifluorophenyl)-1H-pyrazol-1-yl)-1,6-dioxaspiro[4.5]decan-8,10-diol OC[C@H]1O[C@@]2(CCCO2)[C@@H]([C@H]([C@H]1O)N1N=CC(=C1)C1=CC(=C(C(=C1)F)F)F)O